[C@H]12CNC[C@H](CC1)N2C2=NC(=NC1=CC(=CC=C21)C2=CC(=CC1=CC=CC=C21)O)CCC2=CC=C(C#N)C=C2 4-(2-(4-((1R,5S)-3,8-diazabicyclo[3.2.1]octan-8-yl)-7-(3-hydroxynaphthalen-1-yl)quinazolin-2-yl)ethyl)benzonitrile